C(C)OC(=O)C1=CNC2=CC=C(C=C2C1=O)NC([C@H](C)N)=O (S)-6-(2-aminopropionamido)-4-oxo-1,4-dihydroquinoline-3-carboxylic acid ethyl ester